2-indolylpyrazolopyrimidine N1C(=CC2=CC=CC=C12)N1N=C2C=NC=NC2=C1